N=1C=CN2C1C=C(C=C2)C2=C(C=CC(=N2)C#N)C=2C=NN(C2)C[C@@H]2[C@H](C2)C(F)(F)F 6-imidazo[1,2-a]pyridin-7-yl-5-(1-{[(1S,2S)-2-(trifluoromethyl)cyclopropyl]methyl}-1H-pyrazol-4-yl)pyridine-2-carbonitrile